4-amino-3,5,6-trichloropyridine NC1=C(C=NC(=C1Cl)Cl)Cl